2,6-difluoro-4-(1-(4-(trifluoromethoxy)phenyl)-1H-1,2,4-triazol-3-yl)aniline 1,1,1,3,3,3-hexafluoropropan-2-yl-(±)-1-(isoxazol-4-ylcarbamoyl)-6-azaspiro[2.5]octane-6-carboxylate FC(C(C(F)(F)F)OC(=O)N1CCC2(C[C@H]2C(NC=2C=NOC2)=O)CC1)(F)F.FC1=C(N)C(=CC(=C1)C1=NN(C=N1)C1=CC=C(C=C1)OC(F)(F)F)F |r|